B([O-])([O-])O.B(O)(O)O.B(O)(O)O.B(O)(O)O.[K+].[K+] Dikalium tetraborat